4-(dimethylamino)-N-(2-(piperidin-1-yl)phenyl)benzenesulfonamide CN(C1=CC=C(C=C1)S(=O)(=O)NC1=C(C=CC=C1)N1CCCCC1)C